C(C)OC(C(\C=C(\C1=CC(=CC=C1)C)/I)(F)F)=O (Z)-2,2-difluoro-4-iodo-4-(3-methylphenyl)but-3-enoic acid ethyl ester